FC1=CC(=CC2=C1N=C(O2)C)N 4-fluoro-2-methylbenzo[d]oxazol-6-amine